tetrahydro-2,4-dimethyl-4-pentyl-furan CC1OCC(C1)(CCCCC)C